di(3-methylphenyl)phosphorus oxide CC=1C=C(C=CC1)[P](C1=CC(=CC=C1)C)=O